CC1(CC2=CC=CC=C2C1)CO (2-methyl-2,3-dihydro-1H-inden-2-yl)methanol